NC=1C(=NC(=C(N1)C=1OC=CN1)C=1C=CC=2N(C1)C(=CN2)C)C(=O)NCC2=NC(=CC=C2)N2CC1(C2)CN(C1)C 3-amino-N-((6-(6-methyl-2,6-diazaspiro[3.3]heptan-2-yl)pyridin-2-yl)methyl)-6-(3-methylimidazo[1,2-a]pyridin-6-yl)-5-(oxazol-2-yl)pyrazine-2-carboxamide